tert-butyl 5-(4,4,5,5-tetramethyl-1,3,2-dioxaborolan-2-yl)pyrazole-1-carboxylate CC1(OB(OC1(C)C)C1=CC=NN1C(=O)OC(C)(C)C)C